5-bromo-3-(5-phenylisoxazol-3-yl)pyridin-2-amine BrC=1C=C(C(=NC1)N)C1=NOC(=C1)C1=CC=CC=C1